ClC1=CC=C(C=C1)C1=CC=C(C=C1)C=O 4-Chloro-4'-biphenylcarboxaldehyd